1,2,3,3,3-pentafluoro-1-(perfluoropropoxy)prop-1-ene FC(=C(C(F)(F)F)F)OC(C(C(F)(F)F)(F)F)(F)F